BrC=1C=NN(C1)C1=CC(=C(C=O)C(=C1)F)F 4-(4-bromo-1H-pyrazol-1-yl)-2,6-difluorobenzaldehyde